3-(3-methyl-2-oxo-4-((7-(spiro[3.3]heptane-2-ylamino)heptyl)amino)-2,3-dihydro-1H-benzo[d]imidazol-1-yl)piperidine-2,6-dione CN1C(N(C2=C1C(=CC=C2)NCCCCCCCNC2CC1(C2)CCC1)C1C(NC(CC1)=O)=O)=O